1-(6-methyl-2-pyridinyl)ethanone CC1=CC=CC(=N1)C(C)=O